NC[C@H](CC(=O)O)C[C@H](C)OCCC (3s,5s)-3-aminomethyl-5-propoxy-hexanoic acid